Methyl 3-(2-((7-nitro-2-phenyl-1H-indol-5-yl)methoxy)ethoxy)propanoate {methyl 3-(2-((7-nitro-2-phenyl-1H-indol-5-yl)methoxy)ethoxy)propanoate} CC(C(=O)O)COCCOCC=1C=C2C=C(NC2=C(C1)[N+](=O)[O-])C1=CC=CC=C1.[N+](=O)([O-])C=1C=C(C=C2C=C(NC12)C1=CC=CC=C1)COCCOCCC(=O)OC